O1C(CCCC1)NC(C1=CC=C(C=C1)\C=C\C(C1=CC=CC=C1)=O)=O N-(Oxan-2-yl)-4-[(E)-3-oxo-3-phenylprop-1-enyl]benzamide